CC=1C=NC2=C(NCCNC2=O)N1 3-methyl-5,6,7,8-tetrahydro-9H-pyrazino[2,3-e][1,4]diazepin-9-one